3-nitro-carbazole [N+](=O)([O-])C=1C=CC=2NC3=CC=CC=C3C2C1